C(C)(C)C1=C2C=C(N=CC2=C(C=C1NC(C=C)=O)N1[C@@H]([C@H](C1)CS(=O)(=O)C)C)NC1=NC(=NC=C1)N1CCC(CC1)OC N-(5-isopropyl-3-((2-(4-methoxypiperidin-1-yl)pyrimidin-4-yl)amino)-8-((2R,3S)-2-methyl-3-((methylsulfonyl)methyl)azetidin-1-yl)isoquinolin-6-yl)acrylamide